N1N=CC2=CC(=CC=C12)NCC=1C=C(C(=O)NC2=CC(=CC(=C2)C(F)(F)F)N2C=NC(=C2)C)C=CC1C 3-(((1H-indazol-5-yl)amino)methyl)-4-methyl-N-(3-(4-methyl-1H-imidazol-1-yl)-5-(trifluoromethyl)phenyl)benzamide